oleic amide C(CCCCCCC\C=C/CCCCCCCC)(=O)N